N4-(2-dimethylaminoethyl)-2-methoxy-N4-methyl-N1-[4-(1-methylindol-3-yl)pyrimidin-2-yl]-5-nitro-benzene-1,4-diamine CN(CCN(C1=CC(=C(C=C1[N+](=O)[O-])NC1=NC=CC(=N1)C1=CN(C2=CC=CC=C12)C)OC)C)C